3-Iodo-2-Propynyl Butylcarbamate (3-Iodo-2-propyl butyrate) IC(C(C(=O)O)CCC)C.C(CCC)NC(OCC#CI)=O